[C-]#N.C(CC)[NH+]1C(CCC1)CCCC 1-propyl-2-butylpyrrolidinium cyanide